BrCC(=O)NC1=CC(=CC=C1)S(=O)(=O)C 2-bromo-N-(3-(methylsulfonyl)phenyl)acetamide